ClC=1OC2=C(N1)C=CC=C2 2-Chlorobenzooxazole